C1(CC1)C=1C=C(C(=NC1)N)S(=O)(=O)C 5-cyclopropyl-3-(methylsulfonyl)pyridin-2-amine